2-((5-(5-(difluoromethyl)-1,3,4-oxadiazol-2-yl)pyridin-2-yl)methyl)-7-(1H-indol-4-yl)-4,4-dimethylisoquinoline-1,3(2H,4H)-dione FC(C1=NN=C(O1)C=1C=CC(=NC1)CN1C(C2=CC(=CC=C2C(C1=O)(C)C)C1=C2C=CNC2=CC=C1)=O)F